NC1=C(OCCO)C=C(C=C1)N 2-(2,5-diaminophenoxy)ethane-1-ol